tert-butyl 7-[8-[(7-fluoro-2-methyl-indazol-5-yl)carbamoyl]-2-methoxy-quinazolin-5-yl]-4,7-diazaspiro[2.5]octane-4-carboxylate FC1=CC(=CC2=CN(N=C12)C)NC(=O)C=1C=CC(=C2C=NC(=NC12)OC)N1CCN(C2(CC2)C1)C(=O)OC(C)(C)C